FC(CC(C(=O)C1=C(C=CC=C1)F)C1=CC=CC=C1)(C(C(C(F)(F)F)(F)F)(F)F)F 4,4,5,5,6,6,7,7,7-nonafluoro-1-(2-fluorophenyl)-2-phenylheptan-1-one